CC1=CC(=CC(=N1)NC=1C=C(C2=C(OCCO2)C1)C=1CCCN(CC1)C(=O)OC(C)(C)C)NC tert-butyl 5-[7-[[6-methyl-4-(methylamino)-2-pyridinyl] amino]-2,3-dihydro-1,4-benzodioxin-5-yl]-2,3,4,7-tetrahydroazepine-1-carboxylate